7-(6-(trifluoromethoxy)pyridin-2-yl)-1H-pyrido[2,3-b][1,4]thiazin-2(3H)-one FC(OC1=CC=CC(=N1)C1=CC2=C(SCC(N2)=O)N=C1)(F)F